BrC=1C=C2C(=NC=NN2C1)N1CCC(=CC1)C1=NC=C(C=N1)C(C)(O)C1=CC=C(C=C1)F 1-(2-(1-(6-bromopyrrolo[2,1-f][1,2,4]triazin-4-yl)-1,2,3,6-tetrahydropyridin-4-yl)pyrimidin-5-yl)-1-(4-fluorophenyl)ethan-1-ol